C[Si](C)(C)OC(=C(C)C)OC dimethyl-ketene methyl trimethylsilylacetal